dihydro-benzo-dioxine O1CCOC2=C1C=CC=C2